N-(5-(3-(2-fluoroethyl)-4-oxo-3,4-dihydro-quinazolin-6-yl)pyridin-2-yl)pentanamide FCCN1C=NC2=CC=C(C=C2C1=O)C=1C=CC(=NC1)NC(CCCC)=O